(trans)-Methyl 6-(4-(N-((S)-2-acetoxy-3-methoxypropyl)methylsulfonamido)cyclohexyl)-4-(2-chloro-3,4-difluorophenyl)-2-(thiazol-2-yl)-1,4-dihydropyrimidine-5-carboxylate C(C)(=O)O[C@@H](CN(S(=O)(=O)C)[C@@H]1CC[C@H](CC1)C1=C(C(N=C(N1)C=1SC=CN1)C1=C(C(=C(C=C1)F)F)Cl)C(=O)OC)COC